(2-amino-2-(hydroxyimino)ethyl)phosphonic acid ethyl hydrogen ester C(C)OP(O)(=O)CC(=NO)N